4-(2-{4-[1,1-bis(4-hydroxy-3,5-dimethoxymethylphenyl)ethyl]phenyl}propan-2-yl)-2,6-dimethoxymethylphenol OC1=C(C=C(C=C1COC)C(C)(C1=CC(=C(C(=C1)COC)O)COC)C1=CC=C(C=C1)C(C)(C)C1=CC(=C(C(=C1)COC)O)COC)COC